N-(3-methoxy-4-(1H-pyrrolo[2,3-b]pyridin-5-yl)phenyl)-1-methylcyclopropane-1-carboxamide COC=1C=C(C=CC1C=1C=C2C(=NC1)NC=C2)NC(=O)C2(CC2)C